CC=1C=CC(=C(C1)C=1C(=C(C(=CC1O)CCCCC)C1=NC=CC=C1)O)C(=C)C 5'-methyl-4-pentyl-2'-(prop-1-en-2-yl)-3-(pyridin-2-yl)-[1,1'-biphenyl]-2,6-diol